3-Ethyl-5-[2-(2-methyl-chinolin-8-sulfonylamino)-phenylethynyl]-pyridin C(C)C=1C=NC=C(C1)C#CC1=C(C=CC=C1)NS(=O)(=O)C=1C=CC=C2C=CC(=NC12)C